COC=1C=C2CCNCC2=CC1NC1=NC2=CC(=CC=C2C=N1)C1=CC(=CC=C1)S(=O)(=O)N1CCCCC1 N-(6-methoxy-1,2,3,4-tetrahydroisoquinolin-7-yl)-7-{3-[(piperidin-1-yl)sulfonyl]phenyl}quinazolin-2-amine